3-((1-mercaptopropan-2-yl)thio)propane-1-thiol SCC(C)SCCCS